N'-hydroxy-5-((3-(5-(trifluoromethyl)pyridin-2-yl)-1,2,4-oxadiazol-5-yl)amino)pyridinecarboxamidine ON=C(N)C1=NC=C(C=C1)NC1=NC(=NO1)C1=NC=C(C=C1)C(F)(F)F